C(C)OC(=O)C=1C=C2CCC(C2=CC1)N1CCC(CC1)C=1N=NC(=CC1)Cl (4-(6-Chloropyridazin-3-yl)piperidin-1-yl)-2,3-dihydro-1H-indene-5-carboxylic acid ethyl ester